C(C)OC(C(=O)C=1N=COC1C1=CC=C(C=C1)OC)=C 2-ethoxy-1-(5-(4-methoxyphenyl)oxazol-4-yl)prop-2-en-1-one